N-[1-(3,4-dichlorophenyl)-2-(methylamino)ethyl]-4-(trifluoromethoxy)benzenesulfonamide ClC=1C=C(C=CC1Cl)C(CNC)NS(=O)(=O)C1=CC=C(C=C1)OC(F)(F)F